C(C)(C)(C)OC(N[C@H]1CN(C[C@H](C1)C)C1=C2C=CC=NC2=C(C=C1)C#N)=O N-[(3R,5S)-1-(8-cyano-5-quinolyl)-5-methyl-3-piperidyl]carbamic acid tert-butyl ester